sodium laurate taurate NCCS(=O)(=O)[O-].C(CCCCCCCCCCC)(=O)O.[Na+]